4-(6-fluoropyridin-3-yl)-1-methylpiperidin-2-one FC1=CC=C(C=N1)C1CC(N(CC1)C)=O